(3R,4S)-2-acetoxy-4-((tert-butyldiphenylsilyl)oxy)tetrahydrofuran-3-yl benzoate C(C1=CC=CC=C1)(=O)O[C@H]1C(OC[C@@H]1O[Si](C1=CC=CC=C1)(C1=CC=CC=C1)C(C)(C)C)OC(C)=O